C1(CCCCC1)CC(C)N(C(OC(C)(C)C)=O)CC=1C=CC=C2C=CN(C12)C tert-butyl (1-cyclohexylpropan-2-yl)((1-methyl-1H-indol-7-yl)methyl)carbamate